CC1=CC=C(C=C1)S(=O)(=O)O.CC1=CC=C(C=C1)S(=O)(=O)O.COCC1(CCN(CC1)CC1(CCC1)C(=O)O)CN[C@H]1[C@@H](C1)C1=CC=CC=C1 1-{[4-(methoxymethyl)-4-({[(R,2S)-2-phenylcyclopropyl]amino}methyl)piperidin-1-yl]methyl}cyclobutanecarboxylic acid bis(4-methylbenzenesulfonate)